C1(=CC=C(C=C1)C1CNCCC1)C1=CC=CC=C1 3-([1,1'-biphenyl]-4-yl)piperidine